C(C)OC(=O)C1=NC(=NC(=C1)C(C)C)S(=O)(=O)C 6-Isopropyl-2-(methylsulfonyl)pyrimidine-4-carboxylic acid ethyl ester